2,6-dibutoxy-4-ethylphenol C(CCC)OC1=C(C(=CC(=C1)CC)OCCCC)O